ClC1=NN=C2N1C1=CC=CC=C1C(=N2)N(C2=CC(=CC=C2)C=2C=NC(=CC2)OCC(F)(F)F)C chloro-N-methyl-N-(3-(6-(2,2,2-trifluoroethoxy)pyridin-3-yl)phenyl)-[1,2,4]triazolo[4,3-a]quinazolin-5-amine